ClC=1C=CC(=C(C1)C1=NN(C=C1NC(=O)C=1C=NN2C1N=CC=C2)CC(N2CCC(CC2)=O)=O)OC(F)F N-[3-[5-chloro-2-(difluoromethoxy)phenyl]-1-[2-oxo-2-(4-oxo-1-piperidinyl)ethyl]Pyrazol-4-yl]Pyrazolo[1,5-a]Pyrimidine-3-carboxamide